C(C=C)(=O)N1C[C@@H](N(C[C@H]1C)C1=NC(N2C3=C(C(=C(C=C13)Cl)C1=C(C=C(C=C1)F)F)OC[C@H]2CC2(CCN(CC2)C)O)=O)C (3R)-7-((2S,5R)-4-acryloyl-2,5-dimethyl-piperazin-1-yl)-9-chloro-10-(2,4-difluoro-phenyl)-3-((4-hydroxy-1-methylpiperidin-4-yl)methyl)-2H-[1,4]-oxazino[2,3,4-ij]-quinazolin-5(3H)-one